P(=O)(O)(O)OC[C@@H]1[C@H]([C@H]([C@@](O1)(N1C=NC=2C(=O)NC(N)=NC12)SC1=C(C=C(C=C1)O)O)O)O.CN1CCN(CC1)C1=CC=C(C=C1)NC=1N=C(C2=C(N1)NC=C2C=O)OC2COCC2 (2-((4-(4-methylpiperazin-1-yl)phenyl)amino)-4-((tetrahydrofuran-3-yl)oxy)-7H-pyrrolo[2,3-d]pyrimidin-5-yl)methanone (2,4-Dihydroxyphenylthio)guanosine-5'-monophosphate